N-((1S)-((R)-3,3-difluorocyclohexyl)(6-(((5R)-2-oxo-5-(trifluoromethyl)piperidin-3-yl)methyl)imidazo[1,2-b]pyridazin-2-yl)methyl)-1-ethyl-1H-pyrazole-5-carboxamide FC1(C[C@@H](CCC1)[C@H](NC(=O)C1=CC=NN1CC)C=1N=C2N(N=C(C=C2)CC2C(NC[C@@H](C2)C(F)(F)F)=O)C1)F